FC=1C=C(C=CC1)[C@H]([C@H](C(C)C)NC(=O)C1(CC1)C(F)(F)F)OC=1C=C2C=NN(C2=CC1)C1=CN(C(C=C1)=O)C N-((1R,2S)-1-(3-fluorophenyl)-3-methyl-1-((1-(1-methyl-6-oxo-1,6-dihydropyridin-3-yl)-1H-indazol-5-yl)oxy)butan-2-yl)-1-(trifluoromethyl)cyclopropane-1-carboxamide